C1(CC1)CCC(C1=CC=NC=C1)(N[S@](=O)C(C)(C)C)C=1C=CC(=C(C1)NC(=O)[C@@H]1N(CC(C1)=O)C(=O)OC(C)(C)C)F (R)-tert-butyl 2-(5-(3-cyclopropyl-1-((R)-1,1-dimethylethylsulfinamido)-1-(pyridin-4-yl) propyl)-2-fluorophenylcarbamoyl)-4-oxopyrrolidine-1-carboxylate